(E)-docos-15-enoic acid C(CCCCCCCCCCCCC\C=C\CCCCCC)(=O)O